3-((2-fluoro-3-methoxy-4-(piperazin-1-yl)phenyl)amino)piperidine-2,6-dione FC1=C(C=CC(=C1OC)N1CCNCC1)NC1C(NC(CC1)=O)=O